ethyl 2-(2-ethoxy-2-oxoethyl)-4,5-dihydroxybenzoate C(C)OC(CC1=C(C(=O)OCC)C=C(C(=C1)O)O)=O